O=C1NC(CCC1N1C(C2=CC=C(C=C2C1)NC(=O)N1CCC2=C(C=CC=C12)COC)=O)=O N-(2-(2,6-dioxopiperidin-3-yl)-1-oxoisoindolin-5-yl)-4-(methoxymethyl)indoline-1-carboxamide